NC1(CCCC2=CC=CC=C12)N (S)-1-aminotetralin-amine